N12CC(C(CC1)CC2)N(C(O)=O)[C@H]2C(CC1=CC(=CC=C21)C2=C(C=C(C=C2)C)F)(C)C.COC2=C(C=C(C=C2)OC(F)(F)F)CCCCCCC2C(NCCC2)C2=CC=CC=C2 3-[[2-methoxy-5-(trifluoromethoxy)phenyl]methyl-amyl]-2-phenyl-piperidine (S)-quinuclidin-3-yl-(5-(2-fluoro-4-methylphenyl)-2,2-dimethyl-2,3-dihydro-1H-inden-1-yl)carbamate